(2R,4S)-4-[8-amino-1-(4-{[4-(trifluoromethyl)pyridin-2-yl]carbamoyl}phenyl)imidazo[1,5-a]pyrazin-3-yl]piperidine-2-carboxylic acid NC=1C=2N(C=CN1)C(=NC2C2=CC=C(C=C2)C(NC2=NC=CC(=C2)C(F)(F)F)=O)[C@@H]2C[C@@H](NCC2)C(=O)O